6-tetrazolyl-indole N1N=NN=C1C1=CC=C2C=CNC2=C1